(S)-4-hydroxy-2-oxopentanoic acid O[C@H](CC(C(=O)O)=O)C